[Cl-].COC1=C(/C=C/C2=CC=C(OC3CSC=4SC=C[N+]43)C=C2)C=CC=C1 (E)-3-(4-(2-methoxystyryl)phenoxy)-2,3-dihydrothiazolo[2,3-b]thiazol-4-ium chloride